ClC=1C=C2CCC(C2=CC1)C1=C(C(=O)N)C=CC(=C1)NS(=O)(=O)C (5-chloroindan-1-yl)-4-(methanesulfonamido)benzamide